CC=1C(C2=CC=CC=C2C1)[Zr]C1C(=CC2=CC=CC=C12)C bis(2-methylindenyl)zirconium